8-(4-(methylcarbamoyl)phenyl)-2-(4-hydroxyphenyl)-5,7-dimethoxy-4H-chromen-4-one CNC(=O)C1=CC=C(C=C1)C=1C(=CC(=C2C(C=C(OC12)C1=CC=C(C=C1)O)=O)OC)OC